N-((1s,3s)-3-(6-((1-(2-((1-((2-(2,6-dioxopiperidin-3-yl)-1,3-dioxoisoindolin-5-yl)glycyl)piperidin-4-yl)oxy)ethyl)piperidin-4-yl)amino)-9H-purin-9-yl)cyclobutyl)-6-methylpicolinamide O=C1NC(CC[C@@H]1N1C(C2=CC=C(C=C2C1=O)NCC(=O)N1CCC(CC1)OCCN1CCC(CC1)NC1=C2N=CN(C2=NC=N1)C1CC(C1)NC(C1=NC(=CC=C1)C)=O)=O)=O